C(\C=C\C(=O)O)(=O)O.FC1=C(C=CC=C1)C1=CC(=CN1S(=O)(=O)C=1C=NC=CC1)CNC 1-[5-(2-fluorophenyl)-1-(pyridine-3-sulfonyl)-1H-pyrrol-3-yl]-N-methyl-methylamine fumarate